NN.NC1=NN=NN1 5-aminotetrazole hydrazine salt